C(CCC)[N+]1=C(C2=C3C(C=CC=C13)=CC=C2)C=CC2=C(C(CC2)=CC=C2N(C1=CC=CC=3C1=C2C=CC3)CCCC)C3=CC=CC=C3 1-Butyl-2-(2-[3-[2-(1-butyl-1H-benzo[cd]indol-2-ylidene)-ethylidene]-2-phenyl-cyclopent-1-enyl]-vinyl)-benzo[cd]indolium